3-{[3-(7-{[(3S,4R)-3-fluoro-1-methylpiperidin-4-yl]amino}-3-[(trifluoromethyl)sulfanyl]-1-benzofuran-2-yl)prop-2-yn-1-yl]amino}-4-methoxy-N-methylbenzamide F[C@H]1CN(CC[C@H]1NC1=CC=CC=2C(=C(OC21)C#CCNC=2C=C(C(=O)NC)C=CC2OC)SC(F)(F)F)C